COC1=CC=C(CC2=C(C3=C(COCC3)S2)C(=O)N[C@@H](C)C2=CC=C(C(=O)O)C=C2)C=C1 (S)-4-(1-(2-(4-methoxybenzyl)-4,7-dihydro-5H-thieno[2,3-c]pyran-3-carboxamido)ethyl)benzoic acid